1-(2,6-difluorophenyl)pyrazolo[3,4-d]pyrimidine-6-carbonitrile FC1=C(C(=CC=C1)F)N1N=CC=2C1=NC(=NC2)C#N